N1(CCNCC1)S(=O)(=O)C1=CC=C(C=C1)C1=C(N(C=C1)S(N)(=O)=O)C(=O)O 3-[4-(Piperazine-1-sulfonyl)phenyl]-1-sulfamoyl-1H-pyrrole-2-carboxylic acid